(4-amino-3-methyl-3H-pyrazolo[3,4-c]quinolin-8-yl)((3R)-3-(4-(trifluoromethyl)phenyl)-4-morpholinyl)methanone NC1=NC=2C=CC(=CC2C2=C1N(N=C2)C)C(=O)N2[C@@H](COCC2)C2=CC=C(C=C2)C(F)(F)F